6-(difluoromethyl)-N-(diphenylmethylene)-2'-methoxy-[3,4'-bipyridine]-2-amine FC(C1=CC=C(C(=N1)N=C(C1=CC=CC=C1)C1=CC=CC=C1)C1=CC(=NC=C1)OC)F